N-(4-Cyanomethylphenyl)-p-menthancarboxamid C(#N)CC1=CC=C(C=C1)NC(=O)C1CC(CCC1C(C)C)C